1-{3-cyclopropyl-5-[(2R)-2-methylmorpholin-4-yl]phenyl}-3-[(1-ethyl-1H-pyrazol-4-yl)methyl]-6-fluoropyridin-2(1H)-one C1(CC1)C=1C=C(C=C(C1)N1C[C@H](OCC1)C)N1C(C(=CC=C1F)CC=1C=NN(C1)CC)=O